FC=1C(=CC=C2CN(C(C12)=O)C1C(NC(CC1)=O)=O)OC 3-(7-fluoro-6-methoxy-1-oxoisoindolin-2-yl)piperidine-2,6-dione